C(C)OP(=O)(OCC)CC1=CC=2C(C3=CC(=CC=C3C2C=C1)CP(=O)(OCC)OCC)(CCCCCC)CCCCCC 2,7-bis(diethoxyphosphorylmethyl)9,9-dihexyl-fluorene